C(C)(C)NC1=NC=CC=C1C=1N=CC2=C(N1)C(=CN2)CC2=CC=C(C=C2)C=2N(C=C(N2)C(F)(F)F)C N-isopropyl-3-[7-[[4-[1-methyl-4-(trifluoromethyl)imidazol-2-yl]phenyl]methyl]-5H-pyrrolo[3,2-d]pyrimidin-2-yl]pyridin-2-amine